COC(=O)N1[C@@H]([C@H](C[C@H]1C)S(=O)(=O)C)COC1CC2CC2(CC1)C1=NC=C(C(=N1)C1CC1)F (2r,3s,5r)-2-(((6-(4-cyclopropyl-5-fluoropyrimidin-2-yl)bicyclo[4.1.0]hept-3-yl)oxy)methyl)-5-methyl-3-(methylsulfonyl)pyrrolidine-1-carboxylic acid methyl ester